8-(2-cyclopropyl-6-methylpyridin-4-yl)-7-(2,4-difluorophenyl)-[1,2,4]triazolo[4,3-c]pyrimidin-5-amine C1(CC1)C1=NC(=CC(=C1)C=1C=2N(C(=NC1C1=C(C=C(C=C1)F)F)N)C=NN2)C